ClC=1C2=C(N=CN1)N(C(=C2)Cl)C2=CC(=C(C=C2)C2N(CCOC2)C(=O)OC(C)(C)C)C(F)(F)F tert-Butyl 3-(4-(4,6-dichloro-7H-pyrrolo[2,3-d]pyrimidin-7-yl)-2-(trifluoromethyl)phenyl)morpholine-4-carboxylate